CN(C(C(=O)C1=CC=C(C=C1)N1CCOCC1)(CC)CC1=CC=C(C=C1)C)C 2-dimethylamino-2-(4-methylbenzyl)-1-(4-morpholin-4-yl-phenyl)butane-1-one